rac-(R)-1-(6-(3-isopropylpiperazin-1-yl)-1-methyl-1H-indazol-3-yl)dihydropyrimidine-2,4(1H,3H)-dione C(C)(C)[C@@H]1CN(CCN1)C1=CC=C2C(=NN(C2=C1)C)N1C(NC(CC1)=O)=O |r|